C1NCC12CCC(CC2)CN2N=CC1=CC(=CC=C21)C2=CC1=C(N=CN=C1N1CCOCC1)N2 4-(6-(1-((2-Azaspiro[3.5]non-7-yl)methyl)-1H-indazol-5-yl)-7H-pyrrolo[2,3-d]pyrimidin-4-yl)morpholine